Lithium Gallium Lanthanum Zirconium Oxide [O-2].[Zr+4].[La+3].[Ga+3].[Li+]